ClC1=C(C=CC(=C1)Cl)C1=C(C2=C(SCC1)C=C(C=C2)O)C2=CC(=CC=C2)O[C@H]2CN(CC2)CCCF (R)-4-(2,4-Dichlorophenyl)-5-(3-((1-(3-fluoropropyl)pyrrolidin-3-yl)oxy)phenyl)-2,3-dihydrobenzo[b]thiepin-8-ol